(RS)-2-Ethylhexyl 3-((2-(((2R*,3R*)-2-allyltetrahydrofuran-3-yl)oxy)-4-methylphenyl)sulfonyl)propanoate C(C=C)[C@H]1OCC[C@H]1OC1=C(C=CC(=C1)C)S(=O)(=O)CCC(=O)OC[C@@H](CCCC)CC |o1:3,7,&1:25|